CC(C)CCC[C@@H](C)[C@H]1CC[C@H]2[C@@H]3CC=C4C[C@H](CC[C@]4(C)[C@H]3CC[C@]12C)O cholesta-5-ene-3β-ol